[B].[Ni] Nickel Boron